6-benzyl-6-hydroxy-2,2-dimethyl-2,3,4,6-tetrahydro-5H-benzo[h]chromen-5-one C(C1=CC=CC=C1)C1(C(C=2CCC(OC2C2=C1C=CC=C2)(C)C)=O)O